[I-].[I-].N1=C(C=CC=C1)C1=NC=CC=C1 bipyridine diiodide